monomyristyl-phosphoric acid C(CCCCCCCCCCCCC)OP(O)(O)=O